tert-Butyl 3-[(7-cyano-2-formyl-2,3-dihydro-1H-inden-5-yl)oxymethyl]azetidine-1-carboxylate C(#N)C=1C=C(C=C2CC(CC12)C=O)OCC1CN(C1)C(=O)OC(C)(C)C